CC=1N(C2=CC=CC=C2C1)C dimethyl-1H-indole